4-(1-hydroxy-3-methylbutyl)benzoic acid methyl ester COC(C1=CC=C(C=C1)C(CC(C)C)O)=O